(5R)-5-methyl-1-oxo-5,7-dihydrofuro[3,4-b]pyridin-1-ium-3-carboxylate C[C@H]1OCC=2[N+](CC(=CC21)C(=O)[O-])=O